C(C=C)(=O)OC(=C)CCCCCCCOC(C=C)=O 2,9-nonaendiol diacrylate